CC1=C(C=CC(=C1)C1=CC(=CC=C1)C)C1=C(C=C(C=C1)C1=CC(=CC=C1)C)C 2'',3,3',3'''-tetramethyl-p-quaterphenyl